N=C(NC(NC1=NC=C(C=C1N(C(OC(C)(C)C)=O)C)C(F)(F)F)=S)C1=NC=CC(=C1)OC(C)C tert-butyl (2-(3-(imino(4-isopropoxypyridin-2-yl)methyl)thioureido)-5-(trifluoromethyl)pyridin-3-yl)(methyl)carbamate